COC(=O)C1CCC(CC1)C(=O)Cl (1r,4r)-4-(chlorocarbonyl)cyclohexane-1-carboxylic acid methyl ester